1-TERT-BUTYL-5-CHLORO-3-PROPYL-1H-PYRAZOLE-4-CARBALDEHYDE C(C)(C)(C)N1N=C(C(=C1Cl)C=O)CCC